C1=NC=CC2=CC3=C(C=C12)C=CC=C3 benzo[G]isoquinoline